OC1=C(C=C(C(=C1)OC)OC)C(/C=C/C=1C=C(C(=O)OCC)C=CC1)=O (E)-Ethyl 3-(3-(2-hydroxy-4,5-dimethoxyphenyl)-3-oxoprop-1-en-1-yl)benzoate